1-{4-[5-(3-chloro-4-isobutylphenyl)-[1,2,4]-oxadiazol-3-yl]benzyl}-4-propylpiperidine-4-carboxylic acid ClC=1C=C(C=CC1CC(C)C)C1=NC(=NO1)C1=CC=C(CN2CCC(CC2)(C(=O)O)CCC)C=C1